2-(2'-hydroxy-5'-(2-hydroxyethyl)phenyl)benzotriazoleN OC1=C(C=C(C=C1)CCO)N1NC2=C(N1)C=CC=C2